NCCCCOC=1C=C(C=CC1)C(C(=O)N[C@@H](C(=O)NCC1=CC=C(C=C1)O)CCCN\C(=N/C(NCCNC(CC)=O)=O)\N)C1=CC=CC=C1 (2R)-2-(2-(3-(4-aminobutoxy)-phenyl)-2-phenylacetamido)-N-(4-hydroxybenzyl)-5-((Z)-2-((2-propionamidoethyl)carbamoyl)-guanidino)pentanamide